5-phenoxythiazol-2-amine O(C1=CC=CC=C1)C1=CN=C(S1)N